(1R,3R)-3-((5-Bromo-2-chloropyrimidin-4-yl)amino)cyclohexan-1-ol BrC=1C(=NC(=NC1)Cl)N[C@H]1C[C@@H](CCC1)O